1,1'-(decane-1,10-diyl)bis{4-[(E)-4-(diethylamino)styryl]pyridin-1-ium} dibromide [Br-].[Br-].C(CCCCCCCCC[N+]1=CC=C(C=C1)\C=C\C1=CC=C(C=C1)N(CC)CC)[N+]1=CC=C(C=C1)\C=C\C1=CC=C(C=C1)N(CC)CC